OC(=O)C(F)(F)F.FC(C1=NC(=NC=C1)NC1CCC2=CC(=CC=C12)NC(C=C)=O)(F)F N-[1-[[4-(trifluoromethyl)pyrimidin-2-yl]amino]-2,3-dihydro-1H-inden-5-yl]acrylamide TFA salt